C(C(C)C)N(O)CC(C)C N,N-diiso-butylhydroxylamine